N[C@@H](C)C=1N(C(C2=C(C=CC=C2C1)Cl)=O)C1CC1 (S)-3-(1-aminoethyl)-8-chloro-2-cyclopropylisoquinolin-1(2H)-one